5-bromo-2-(4-piperidylmethyl)-1,3-benzothiazole BrC=1C=CC2=C(N=C(S2)CC2CCNCC2)C1